N-(6-((2-((5-bromo-2-methoxy-4-(4-morpholinopiperidin-1-yl)phenyl)amino)-5-chloropyrimidine-4-yl)amino)-2,3-dihydrobenzofuran-5-yl)methanesulfonamide BrC=1C(=CC(=C(C1)NC1=NC=C(C(=N1)NC1=CC2=C(CCO2)C=C1NS(=O)(=O)C)Cl)OC)N1CCC(CC1)N1CCOCC1